4-(6-Bromobenzo[d]oxazol-2-yl)pyridinecarboxylic acid ethyl ester C(C)OC(=O)C1=NC=CC(=C1)C=1OC2=C(N1)C=CC(=C2)Br